6-(4-chlorophenyl)-2-(3-fluorophenyl)-N-{(1R)-2-hydroxy-1-[(3S)-tetrahydrofuran-3-yl]ethyl}-3-oxo-2,3-dihydropyridazine-4-carboxamide ClC1=CC=C(C=C1)C=1C=C(C(N(N1)C1=CC(=CC=C1)F)=O)C(=O)N[C@@H](CO)[C@H]1COCC1